OC1(CN(C1)C1=CC=C(C=N1)C1CN(C1)C(=O)N1CC2(C1)CC(C2)N2N=C(N=C2)C(F)(F)F)C [3-[6-(3-hydroxy-3-methyl-azetidin-1-yl)-3-pyridinyl]azetidin-1-yl]-[6-[3-(trifluoromethyl)-1,2,4-triazol-1-yl]-2-azaspiro[3.3]heptan-2-yl]methanone